C(C(=O)C)(=O)O.O=C[C@H](O)[C@@H](O)[C@H](O)[C@H](O)CO Glucose Pyruvat